COCCOCCOCC(=O)OCN1C(CCC2=CC=C(C=C12)CCN1CCN(CC1)C1=CC(=CC=2SC=CC21)F)=O (7-(2-(4-(6-Fluorobenzo[b]thiophen-4-yl)piperazin-1-yl)ethyl)-2-oxo-3,4-dihydroquinolin-1(2H)-yl)methyl 2-(2-(2-methoxyethoxy)ethoxy)acetate